[OH-].[Al+3].[OH-].[OH-] Aluminium Hydroxide